5-chloro-6-(1-(2,2,2-trifluoroethyl)piperidin-4-yl)nicotinic acid ClC=1C(=NC=C(C(=O)O)C1)C1CCN(CC1)CC(F)(F)F